FC=1C=C(C=CC1)C#CC1=C(C=C(OC2=C(N=NN2)C(=O)O)C=C1)OC(F)(F)F 5-(4-((3-fluorophenyl)ethynyl)-3-(trifluoromethoxy)phenoxy)-1H-1,2,3-triazole-4-carboxylic acid